N-[2-(1H-indol-4-yl)ethyl]-2-{2-{[3-(morpholin-4-yl)propyl]amino}acetamido}benzamide N1C=CC2=C(C=CC=C12)CCNC(C1=C(C=CC=C1)NC(CNCCCN1CCOCC1)=O)=O